ClC1=NC=C(C(=N1)Cl)C(=O)NC1=C(C(=CC=C1Cl)F)F 2,4-dichloro-N-(6-chloro-2,3-difluorophenyl)pyrimidine-5-carboxamide